CC=1C=C(C=C(C1)C)C1=CCC2(CN(C2)C(=O)OC(C)(C)C)CC1 tert-Butyl 7-(3,5-dimethylphenyl)-2-azaspiro[3.5]non-6-ene-2-carboxylate